N-(3-(4-Methoxyphenyl)prop-2-yn-1-yl)-4-(4-methylpiperazin-1-yl)-1H-benzo[d]imidazole-1-carboxamide COC1=CC=C(C=C1)C#CCNC(=O)N1C=NC2=C1C=CC=C2N2CCN(CC2)C